FC(C=1C=C2C=C(NC2=CC1OCC=1N=CSC1)CNC(=O)C1(CC1)C)F N-({5-(difluoromethyl)-6-[(1,3-thiazol-4-yl)methoxy]-2-indolyl}methyl)1-methylcyclopropanecarboxamide